tert-butyl 3-(4,4,5,5-tetramethyl-1,3,2-dioxaborolan-2-yl)indole-1-carboxylate CC1(OB(OC1(C)C)C1=CN(C2=CC=CC=C12)C(=O)OC(C)(C)C)C